6-(3-isopropyl-5-(1-((1-methyl-1H-pyrazol-4-yl)methyl)piperidin-4-yl)-1H-indol-2-yl)pyrazolo[1,5-a]pyrimidine C(C)(C)C1=C(NC2=CC=C(C=C12)C1CCN(CC1)CC=1C=NN(C1)C)C=1C=NC=2N(C1)N=CC2